OC1(CC(C1)C(=O)N1CC2(C1)C[C@@H](CC2)C=2C=C1C=NN(C1=CC2)C)C |r| (rac)-((1s,3s)-3-Hydroxy-3-methylcyclobutyl)(6-(1-methyl-1H-indazol-5-yl)-2-azaspiro[3.4]octan-2-yl)methanon